methyl (RS)-3-{4-[2-hydroxy-3-(propan-2-ylamino)propoxy]phenyl}propanoate O[C@@H](COC1=CC=C(C=C1)CCC(=O)OC)CNC(C)C |r|